5-(8-(7-Acetyl-3-ethyl-5,6,7,8-tetrahydroimidazo[1,5-a]pyrazin-1-yl)isoquinolin-3-yl)-N-(4-(2-(2,6-dioxopiperidin-3-yl)-1-oxoisoindolin-4-yl)benzyl)picolinamide C(C)(=O)N1CC=2N(CC1)C(=NC2C=2C=CC=C1C=C(N=CC21)C=2C=CC(=NC2)C(=O)NCC2=CC=C(C=C2)C2=C1CN(C(C1=CC=C2)=O)C2C(NC(CC2)=O)=O)CC